C(C)N(C1=CC=C(C=C1)CNC(=O)C1=CNC2=NC=C(C=C21)C2=CC=C(C=C2)S(=O)(=O)C)CC N-{[4-(diethylamino)phenyl]methyl}-5-(4-methanesulfonylphenyl)-1H-pyrrolo[2,3-b]pyridine-3-carboxamide